5-((3-methoxybenzyl)oxy)-2-methylbenzofuran-3-carboxylic acid COC=1C=C(COC=2C=CC3=C(C(=C(O3)C)C(=O)O)C2)C=CC1